6-chloro-4-methyl-2-(4-methylsulfonylphenyl)-1H-pyrrolo[3,2-c]pyridine ClC1=CC2=C(C(=N1)C)C=C(N2)C2=CC=C(C=C2)S(=O)(=O)C